NC1=CC(=C(C(=O)NC([2H])([2H])[2H])C=C1C)F 4-amino-2-fluoro-5-methyl-N-(methyl-d3)benzamide